C[C@@H]1CC[C@H]([C@@H](C1)O)C(C)(C)O (-)-3,8-p-Menthanediol